CNC(C1=CC=C(C=C1)C1=NC=CC2=C1C=CN2)=O N-methyl-4-(1H-pyrrolo[3,2-c]pyridin-4-yl)benzamide